FC(CCN1N=NC(=C1)C(=O)NC)CN1N=NC(=C1)C(NCC=1C=NC=C(C1)C(F)(F)F)=O 1-{3-fluoro-4-[4-({[5-(trifluoromethyl)pyridin-3-yl]methyl}carbamoyl)-1H-1,2,3-triazol-1-yl]butyl}-N-methyl-1H-1,2,3-triazole-4-carboxamide